(2S,6R)-4-(3-(benzo[d]thiazol-6-yl)imidazo[1,2-b]pyridazin-6-yl)-2,6-dimethylmorpholine S1C=NC2=C1C=C(C=C2)C2=CN=C1N2N=C(C=C1)N1C[C@@H](O[C@@H](C1)C)C